(furan-2-ylmethyl)-9-(tetrahydrofuran-3-yl)-9H-purin-6-amine O1C(=CC=C1)CC1=NC(=C2N=CN(C2=N1)C1COCC1)N